ClC1=CC2=C(C(=N1)C)C=C(S2)C(=O)O 6-Chloro-4-methylthieno[3,2-c]pyridine-2-carboxylic acid